ClC=1C=CC=C2C(C=C(OC12)C1=C(C=C(C=C1)C(F)(F)F)OCC(=O)N1CCOCC1)=O 8-chloro-2-[2-(2-morpholino-2-oxo-ethoxy)-4-(trifluoromethyl)phenyl]chromen-4-one